(2S,2'S)-2,2'-(Carbonyldiimino)dipentanedioic acid C(=O)(N[C@H](C(=O)O)CCC(=O)O)N[C@H](C(=O)O)CCC(=O)O